OC1=C(C(=C(C#N)C=C1OC)CC1=CC(=CC=C1)C)C#N 4-hydroxy-5-methoxy-2-(3-methylbenzyl)isophthalonitrile